tert-butyl ((1R,3S)-3-((3-bromo-5-nitropyridin-4-yl)amino)cyclohexyl)carbamate BrC=1C=NC=C(C1N[C@@H]1C[C@@H](CCC1)NC(OC(C)(C)C)=O)[N+](=O)[O-]